6-methoxy-2-((S)-1-((S)-1-methylpyrrolidin-2-yl)ethoxy)pyrimidine-4-carbonitrile COC1=CC(=NC(=N1)O[C@@H](C)[C@H]1N(CCC1)C)C#N